2-(1-benzyl-6-oxo-1,6-dihydropyridin-3-yl)-2-oxoacetic acid ethyl ester C(C)OC(C(=O)C1=CN(C(C=C1)=O)CC1=CC=CC=C1)=O